Methyl (S)-2-(2-chlorophenyl)-2-(2-(2-methylacryloyloxy)-6,7-dihydrothieno[3,2-c]pyridin-5(4H)-yl)-acetate ClC1=C(C=CC=C1)[C@@H](C(=O)OC)N1CC2=C(CC1)SC(=C2)OC(C(=C)C)=O